3-methyl-6-(3-(trifluoromethyl)phenyl)imidazo[1,2-b]Pyridazine CC1=CN=C2N1N=C(C=C2)C2=CC(=CC=C2)C(F)(F)F